[C@H]1(CCC2=CC=CC=C12)N (R)-1-indanamine